C(C)(C)(C)OC(NCCN1CCN(CC1)C=1N(C(C=C(N1)N)=O)C)=O.OC1=C(C=C(C=C1C(C)(C)CC)C(C)(C)CC)N1N=C2C(=N1)C=CC=C2 2-(2'-Hydroxy-3',5'-di-tert-amylphenyl)benzotriazole t-butyl-N-[2-[4-(4-amino-1-methyl-6-oxo-pyrimidin-2-yl)-piperazin-1-yl]ethyl]carbamate